C1(=CC=CC=C1)C1=CC=CC2=C1N=C(O2)S 4-phenylbenzo[d]oxazole-2-thiol